methyl-iodole CC=1[IH]C=CC1